(5S,8S)-2-bromo-8-isopropyl-9-methyl-7,10-dioxo-4,5,6,7,8,9,10,11,12,13-decahydrothiazolo[4,5-g][1,4]diazacyclododecine-5-carboxylic acid BrC=1SC2=C(C[C@H](NC([C@@H](N(C(CCC2)=O)C)C(C)C)=O)C(=O)O)N1